Cl.Cl.ClC1=CC=C(C=C1)[C@@H](CNCCCOCCC(=O)O)C(=O)N1CCN(CC1)C=1C2=C(N=CN1)CC[C@H]2C 3-(3-(((S)-2-(4-Chlorophenyl)-3-(4-((R)-5-methyl-6,7-dihydro-5H-cyclopenta[d]pyrimidin-4-yl)piperazin-1-yl)-3-oxopropyl)amino)propoxy)propanoic acid dihydrochloride salt